diamino-benzoyl-aniline NC1=C(N(C(C2=CC=CC=C2)=O)N)C=CC=C1